2-[4-(bromomethyl)-3-fluoro-phenyl]-1-methyl-4-(trifluoromethyl)imidazole BrCC1=C(C=C(C=C1)C=1N(C=C(N1)C(F)(F)F)C)F